BrC=1SC(=C2C1C(=O)OC2=O)Br 2,5-dibromo-3,4-thiophenedicarboxylic anhydride